C1(CCCC1)N1C2=C(N(C(C3=C1C=CC=C3)=O)C)C=NC(=N2)NC2=CC=C(C(=O)N3CCN(CC3)CCCCCC(=O)O)C=C2 6-(4-(4-((11-cyclopentyl-5-methyl-6-oxo-6,11-dihydro-5H-benzo[e]pyrimido[5,4-b][1,4]diazepin-2-yl)amino)benzoyl)piperazin-1-yl)hexanoic acid